1H-benzo[g]indazole-3,4,5(2H)-trione N1NC(C=2C(C(C3=C(C12)C=CC=C3)=O)=O)=O